Cl.NC1=NNC2=C1C(=NC(=C2)C2CCN(CC2)C2CNC2)C2=CC=C(CC=1C(=C(C(=O)N)C=C(C1)F)OC)C=C2 (4-(3-amino-6-(1-(azetidin-3-yl)piperidin-4-yl)-1H-pyrazolo[4,3-c]pyridin-4-yl)benzyl)-5-fluoro-2-methoxybenzamide hydrochloride